O=C(C[C@@H]1CC[C@@H](O1)[C@H]1N(CCC1)C1=C(C(NN=C1)=O)C(F)(F)F)N1CCN(CC1)C1=NC=C(C=N1)C(F)(F)F 5-[(2S)-2-[(2R,5S)-5-(2-oxo-2-[4-[5-(trifluoromethyl)pyrimidin-2-yl]piperazin-1-yl]ethyl)oxolan-2-yl]pyrrolidin-1-yl]-4-(trifluoromethyl)-2,3-dihydropyridazin-3-one